3-(7-((1-(1,1-Dioxidothietane-3-carbonyl)piperidin-4-yl)oxy)-1-methyl-1H-indazol-3-yl)piperidine-2,6-dione O=S1(CC(C1)C(=O)N1CCC(CC1)OC=1C=CC=C2C(=NN(C12)C)C1C(NC(CC1)=O)=O)=O